OC1=CC=C(C=C1)\C(=C(/CC)\C1=CC=CC=C1)\C1=CC=C(COCCN(C2CCC(CC2)C=2C=C3CN(C(C3=CC2)=O)C2C(NC(CC2)=O)=O)C)C=C1 (E)-3-(5-(4-((2-((4-(1-(4-hydroxyphenyl)-2-phenylbut-1-en-1-yl)benzyl)oxy)ethyl)(methyl)amino)cyclohexyl)-1-oxoisoindolin-2-yl)piperidine-2,6-dione